3-chloro-N-(cyclobutylmethyl)-2,4-dimethylpyrido[3',2':4,5]thieno[2,3-d]pyridazin-8-amine ClC1=C(C2=C(SC3=C(N=NC=C32)NCC3CCC3)N=C1C)C